O[C@H](CN1[C@H]2[C@@](CCC1)(CCC2)COC=2N=C(C1=C(N2)C(=C(N=C1)C1=CC(=CC2=CC=C(C(=C12)C#C)F)O)F)N1CCOCCC1)C 4-(2-{[(4aS,7aR)-1-[(2S)-2-hydroxypropyl]-octahydro-1H-cyclopenta[b]pyridin-4a-yl]methoxy}-8-fluoro-4-(1,4-oxazepan-4-yl)pyrido[4,3-d]pyrimidin-7-yl)-5-ethynyl-6-fluoronaphthalen-2-ol